nitroso-penicillamine N(=O)N[C@@H](C(C)(C)S)C(=O)O